FC1=C(C(=C(C(=O)O)C=C1I)O)I 4-Fluoro-2-hydroxy-3,5-diiodobenzoic acid